ClC1=C(C=CC(=C1)Cl)C1=C(C=2C=CC(=CC2CC1)C(=O)OC)C1=CC=C(C=C1)CC1CN(C1)CCCF methyl 6-(2,4-dichlorophenyl)-5-[4-[[1-(3-fluoropropyl) azetidin-3-yl] methyl] phenyl]-7,8-dihydronaphthalene-2-carboxylate